N-[2-(4-Chlorophenyl)ethyl]-5-{[(3S,4R)-4-(2,6-difluoro-4-methoxyphenyl)-2-oxopyrrolidin-3-yl]amino}-1,3,4-oxadiazol-2-carboxamid ClC1=CC=C(C=C1)CCNC(=O)C=1OC(=NN1)N[C@@H]1C(NC[C@H]1C1=C(C=C(C=C1F)OC)F)=O